N1CC(C1)C1=NN(C2=NC=CC(=C21)C=2C=NN(C2)C)C2=CC=C(C=C2)OC(F)(F)F 3-(azetidin-3-yl)-4-(1-methyl-1H-pyrazol-4-yl)-1-(4-(trifluoromethoxy)phenyl)-1H-pyrazolo[3,4-b]pyridine